(((3-chloro-1,4-diphenoxy-1,4-dihydronaphthalen-2-yl)amino)methyl)-N-(pyridin-2-yl)benzamide ClC1=C(C(C2=CC=CC=C2C1OC1=CC=CC=C1)OC1=CC=CC=C1)NCC1=C(C(=O)NC2=NC=CC=C2)C=CC=C1